C(C(=C)C)(=O)OCC1=C(C(=CC(=C1)OC)N1N=C2C(=N1)C=CC=C2)O 3-(2H-benzo[d][1,2,3]triazol-2-yl)-2-hydroxy-5-methoxybenzyl methacrylate